4-(5-{[(4-Fluorophenyl)methyl](methyl)amino}-4-methoxy-1-(3-methoxy-2,2-dimethylpropanoyl)-1H-pyrazol-3-yl)-3-methylpiperidin-2-on FC1=CC=C(C=C1)CN(C1=C(C(=NN1C(C(COC)(C)C)=O)C1C(C(NCC1)=O)C)OC)C